(2S,4R)-1-((S)-2-(2-(2-(2-aminoethoxy)ethoxy)acetylamino)-3,3-dimethylbutyryl)-4-hydroxy-N-(4-(4-methylthiazol-5-yl)benzyl)pyrrolidine-2-carboxamide NCCOCCOCC(=O)N[C@H](C(=O)N1[C@@H](C[C@H](C1)O)C(=O)NCC1=CC=C(C=C1)C1=C(N=CS1)C)C(C)(C)C